Cl.C12CC(CC(CC1)N2)N(C=2SC=1N=C(N=CC1N2)C=2C=C(C=1N(C2)C=C(N1)C)C#N)C 6-{2-[(3-exo)-8-azabicyclo[3.2.1]oct-3-yl-(methyl)amino][1,3]thiazolo[5,4-d]pyrimidin-5-yl}-2-methylimidazo[1,2-a]pyridine-8-carbonitrile hydrochloride